COC1=C2C3=C(NC2=CC=C1)C=NC(=C3COC)C(=O)OC(C)C isopropyl 5-methoxy-4-(methoxymethyl)-9H-pyrido[3,4-b]indole-3-carboxylate